(S)-tert-butyl 4-(2-chloro-6-(1-methyl-6-oxo-1,6-dihydropyridin-3-yl) quinazolin-4-yl)-3-phenylpiperazine-1-carboxylate ClC1=NC2=CC=C(C=C2C(=N1)N1[C@H](CN(CC1)C(=O)OC(C)(C)C)C1=CC=CC=C1)C1=CN(C(C=C1)=O)C